1H-imidazo[4,5-b]pyridine-5-carbonitrile N1C=NC2=NC(=CC=C21)C#N